N-(1,3-benzodioxol-4-yl)-5-(2-fluorophenyl)-1H-pyrrole-3-sulfonamide O1COC2=C1C=CC=C2NS(=O)(=O)C2=CNC(=C2)C2=C(C=CC=C2)F